ClC=1C=NC(=C(C(=O)N(C)CC2=C(C=CC=C2Cl)Cl)C1)OC 5-chloro-N-(2,6-dichlorobenzyl)-2-methoxy-N-methylnicotinamide